C(C)(C)(C)OC(=O)N1CC(C1)C=1C=NC(=CC1)N(C1=CC=C(C=C1)C(C)C)C 3-[6-(4-isopropyl-N-methyl-anilino)-3-pyridinyl]azetidine-1-carboxylic acid tert-butyl ester